1-(3-(5-chloro-3-(4-(trifluoro-methyl)phenyl)-1H-pyrazolo[3,4-b]pyridin-1-yl)pyrrolidin-1-yl)-prop-2-en-1-one ClC=1C=C2C(=NC1)N(N=C2C2=CC=C(C=C2)C(F)(F)F)C2CN(CC2)C(C=C)=O